ClC1=CC=C(C=C1)S(=O)(=O)OC=1C=C(C=CC1)NC(=O)NC1=CC=C(C=C1)OS(=O)(=O)C1=CC=C(C=C1)Cl N-[3-(p-chlorobenzenesulfonyloxy)phenyl]-N'-[4-(p-chlorobenzenesulfonyloxy)phenyl]urea